FC1=C(C=C(C=C1)F)C1=CC=C(C=C1)N1C(N(CCC1)C=1SC(=C(N1)CO)S(=O)(=O)N)=O 2-(3-(2',5'-difluoro-[1,1'-biphenyl]-4-yl)-2-oxotetrahydropyrimidin-1(2H)-yl)-4-(hydroxymethyl)thiazole-5-sulfonamide